tert-butyl ((5-cyclohexylpyridin-2-yl)methyl)(isopropyl)carbamate C1(CCCCC1)C=1C=CC(=NC1)CN(C(OC(C)(C)C)=O)C(C)C